COC1=C(C=CC=C1)C1=NN=C2N1C1=CC=CC=C1C(=N2)NC (2-methoxyphenyl)-N-methyl-[1,2,4]triazolo[4,3-a]quinazolin-5-amine